N1CCC(CC1)CNC(OC(C)(C)C)=O tertbutyl (piperidin-4-ylmethyl)carbamate